CC=1N(C(=CC1C(CN1CCC(CC1)O)=O)C)C1=CC=C(C=C1)OC(F)(F)F 1-(2,5-dimethyl-1-(4-(trifluoromethoxy)phenyl)-1H-pyrrol-3-yl)-2-(4-hydroxypiperidin-1-yl)ethanone